CN(CCNC([O-])=O)C (2-dimethylaminoethyl)carbamate